C1(CC1)C([C@@H](C(=O)NC=1C=NN(C1)C(COC)C=1C(=NC=C(C1)F)OC)NC(=O)C=1N(N=CC1)C(C)C)C1CC1 N-[(1S)-1-(dicyclopropylmethyl)-2-[[1-[1-(5-fluoro-2-methoxy-3-pyridyl)-2-methoxy-ethyl]pyrazol-4-yl]amino]-2-oxo-ethyl]-2-isopropyl-pyrazole-3-carboxamide